FC1=CC=2N(C=C1N)N=CN2 7-fluoro-[1,2,4]triazolo[1,5-a]pyridin-6-amine